2-methyl-N-((S)-2,2,2-trifluoro-1-(4-fluorophenyl)ethyl)propane-2-sulfinamide CC(C)(C)S(=O)N[C@H](C(F)(F)F)C1=CC=C(C=C1)F